4-[(E)-2-(1-naphthyl)vinyl]biphenyl C1(=CC=CC2=CC=CC=C12)/C=C/C1=CC=C(C=C1)C1=CC=CC=C1